Cl.Cl.NCCC=1C=CC(=C(C1)NC1=C2C=CC(NC2=NC=C1)=O)F 5-((5-(2-aminoethyl)-2-fluorophenyl)amino)-1,8-naphthyridin-2(1H)-one dihydrochloride